CC=1SC(=C(C1C(=O)NC1CC2(CC(C2)C(=O)O)C1)CC1=CC=C(C=C1)C1=CC=NC=C1)C 6-(2,5-dimethyl-4-(4-(pyridin-4-yl)benzyl)thiophene-3-carboxamido)spiro[3.3]heptane-2-carboxylic acid